1-(3-Methoxyphenyl)-3-methyl-1H-pyrazol-5-ol COC=1C=C(C=CC1)N1N=C(C=C1O)C